ClC=1C=CC=2C(=NC(=CN2)NCC2=C3C(=CNC3=C(C=C2)C(=O)NC)C)N1 4-[({6-chloropyrido[2,3-b]pyrazin-3-yl}amino)methyl]-N,3-dimethyl-1H-indole-7-carboxamide